titanium dilaurate C(CCCCCCCCCCC)(=O)[O-].C(CCCCCCCCCCC)(=O)[O-].[Ti+2]